(R)-tert-butyl (1-(methoxy(methyl)amino)-1-oxopropan-2-yl)carbamate CON(C([C@@H](C)NC(OC(C)(C)C)=O)=O)C